FC1=CC=C(C=C1)N1CCN(CC1)CC[C@@H]1NC(C2(C1)CCN(CC2)C(=O)OC(C)(C)C)=O tertbutyl (R)-3-(2-(4-(4-fluorophenyl)piperazin-1-yl)ethyl)-1-oxo-2,8-diazaspiro[4.5]decane-8-carboxylate